C(C)(C)N1N=C(C=C1)C(C(C)C)=O (1-Isopropylpyrazol-3-yl)-2-methyl-propan-1-one